(S)-N-(2-methyl-5-(3-(trifluoromethyl)-[1,2,4]triazolo[4,3-b]pyridazin-6-yl)phenyl)-3-phenylisoxazolidine-2-carboxamide CC1=C(C=C(C=C1)C=1C=CC=2N(N1)C(=NN2)C(F)(F)F)NC(=O)N2OCC[C@H]2C2=CC=CC=C2